N-(4-bromo-3-fluoro-phenyl)-2-chloro-acetamide BrC1=C(C=C(C=C1)NC(CCl)=O)F